O=C1NC(CCC1N1C(C2=CC(=CC(=C2C1=O)F)CN1CCN(CC1)C1=CC=C(C=C1)C(=C(CC)C1=CC=CC=C1)C1=CC=C(C=C1)O)=O)=O 2-(2,6-dioxopiperidin-3-yl)-4-fluoro-6-((4-(4-(1-(4-hydroxyphenyl)-2-phenylbut-1-en-1-yl)phenyl)piperazin-1-yl)methyl)isoindoline-1,3-dione